NC=1C=C(C=CC1OCOCCOC)N1C(C2=CC(=C(C=C2CC1)C1=CC=C(C=C1)C(F)(F)F)F)=O 2-(3-amino-4-((2-methoxyethoxy)methoxy)phenyl)-7-fluoro-6-(4-(trifluoromethyl)phenyl)-3,4-dihydroisoquinolin-1(2H)-one